4-(2,5-Dichlorophenyl)-2-(2-naphthylmethyl)imidazole ClC1=C(C=C(C=C1)Cl)C=1N=C(NC1)CC1=CC2=CC=CC=C2C=C1